3-(9-phenyl-9H-fluoren-9-yl)aniline C1(=CC=CC=C1)C1(C2=CC=CC=C2C=2C=CC=CC12)C=1C=C(N)C=CC1